4-(6-isopentyl-4-methylpyridinamido)benzoic acid C(CC(C)C)C1=CC(=CC(=N1)C(=O)NC1=CC=C(C(=O)O)C=C1)C